5-((1-(6-methoxypyridazin-3-yl)-2-oxo-1,2-dihydropyridin-3-yl)amino)-7-(methylamino)-N-(2,2,2-trifluoroethyl)pyrazolo[1,5-a]pyrimidine-3-carboxamide COC1=CC=C(N=N1)N1C(C(=CC=C1)NC1=NC=2N(C(=C1)NC)N=CC2C(=O)NCC(F)(F)F)=O